3-fluoro-2-methyl-4-(4-(trifluoromethyl)piperidin-1-yl)aniline FC=1C(=C(N)C=CC1N1CCC(CC1)C(F)(F)F)C